C(#N)C1N(CC(C1)(F)F)C(CC1=NC2=CC=C(C=C2C(=C1)C(=O)N)N(C(CCC(N1CCNCC1)=O)=O)C)=O (2-(2-cyano-4,4-difluoropyrrolidin-1-yl)-2-oxoethyl)-6-(N-methyl-4-oxo-4-(piperazin-1-yl)butanamido)quinoline-4-carboxamide